6-chloro-4-[(6-nitro-3-pyridyl)oxy]-1,7-naphthyridine ClC=1C=C2C(=CC=NC2=CN1)OC=1C=NC(=CC1)[N+](=O)[O-]